6-(4-chlorobenzyl)-2-(pyridin-2-yl)-9-((R)-tetrahydrofuran-3-yl)-2,6,9-triazaspiro-[4.5]decane-7,10-dione ClC1=CC=C(CN2C3(CCN(C3)C3=NC=CC=C3)C(N(CC2=O)[C@H]2COCC2)=O)C=C1